norleucinal N[C@@H](CCCC)C=O